BrC=1C=C(C=CC1)C1=CC(=C(N1)CCC1=CC=CC=C1)C(=O)O 5-(3-bromophenyl)-2-phenethyl-1H-pyrrole-3-carboxylic acid